C(C1=CC=CC=C1)OCCN1C=CC2=C1N=C(C=C2C(=O)OC)Cl methyl 1-(2-(benzyloxy)ethyl)-6-chloro-1H-pyrrolo[2,3-b]pyridine-4-carboxylate